N-[3-(phenylsulfonyloxy)phenyl]-N'-[3-(o-toluenesulfonyloxy)phenyl]urea C1(=CC=CC=C1)S(=O)(=O)OC=1C=C(C=CC1)NC(=O)NC1=CC(=CC=C1)OS(=O)(=O)C=1C(C)=CC=CC1